O.O.P(=O)([O-])([O-])[O-].[Ca+2].[Ca+2] Di-calcium phosphat-Dihydrat